bis(1H-imidazole-1-yl)methanone N1(C=NC=C1)C(=O)N1C=NC=C1